1-(3-((4-(dimethylamino)-2-(4-(trifluoromethyl)phenoxy)pyridin-3-yl)amino)azetidin-1-yl)-2-fluoroprop-2-en-1-one CN(C1=C(C(=NC=C1)OC1=CC=C(C=C1)C(F)(F)F)NC1CN(C1)C(C(=C)F)=O)C